ClC=1C=C(C=C(C1F)Cl)C1(CC(=NO1)C1=CC(=C(C(=O)N[C@H]2C(N(OC2)CC)=O)C=C1)C)C(F)(F)F 4-(5-(3,5-dichloro-4-fluorophenyl)-5-(trifluoromethyl)-4,5-dihydroisoxazol-3-yl)-N-((R)-2-ethyl-3-oxoisoxazolidin-4-yl)-2-methylbenzamide